FC1=CC=C(CN2C(OC3=C2C=C(C(=C3)NC(CC(C)(C)C)=O)C)=O)C=C1 N-(3-(4-fluorobenzyl)-5-methyl-2-oxo-2,3-dihydrobenzo[d]oxazol-6-yl)-3,3-dimethylbutanamide